N-(2-hydroxy-1-phenylethyl)-1-(2-((tetrahydrofuran-3-yl)amino)pyridin-4-yl)-1H-pyrrole-3-carboxamide OCC(C1=CC=CC=C1)NC(=O)C1=CN(C=C1)C1=CC(=NC=C1)NC1COCC1